6-(6-Fluoro-3-(2-((1-methylcyclopentyl)methyl)oxazol-5-yl)pyridin-2-yl)-2-methylisoindolin-1-on FC1=CC=C(C(=N1)C1=CC=C2CN(C(C2=C1)=O)C)C1=CN=C(O1)CC1(CCCC1)C